C1(CC1)S(=O)(=O)NC=1SC=C(N1)C(C(=O)NC1=CC=C(C=C1)C=1N=NC=CC1)(C)C 2-(2-(cyclopropanesulfonamido)thiazol-4-yl)-2-methyl-N-(4-(pyridazin-3-yl)phenyl)propanamide